(E)-6-(2-(4-((5-Cyclopropyl-3-(3,5-dichloropyridin-4-yl)isoxazol-4-yl)methoxy)bicyclo[2.2.2]octan-1-yl)vinyl)-1-methyl-1H-indol C1(CC1)C1=C(C(=NO1)C1=C(C=NC=C1Cl)Cl)COC12CCC(CC1)(CC2)/C=C/C2=CC=C1C=CN(C1=C2)C